6-((1-((4,6-dichloropyridazin-3-yl)methyl)-3-oxoisoindolin-2-yl)methyl)benzo[d]oxazol-2(3H)-one ClC1=C(N=NC(=C1)Cl)CC1N(C(C2=CC=CC=C12)=O)CC1=CC2=C(NC(O2)=O)C=C1